N=1C=CN2C1C=CC(=C2)C2=CNC=1N=C(N=CC12)NC1CCN(CC1)C(C)=O 1-(4-((5-(imidazo[1,2-a]pyridin-6-yl)-7H-pyrrolo[2,3-d]pyrimidin-2-yl)amino)piperidin-1-yl)ethan-1-one